C1N(CC12CNC2)C(CNC(C2=C(C=C(C=C2)NC=2C=1N(C=CN2)C(=CN1)C=1C(=NN(C1)CC(F)F)C(F)(F)F)CC)=O)=O N-[2-(2,6-diazaspiro[3.3]heptan-2-yl)-2-oxo-ethyl]-4-[[3-[1-(2,2-difluoroethyl)-3-(trifluoromethyl)pyrazol-4-yl]imidazo[1,2-a]pyrazin-8-yl]amino]-2-ethyl-benzamide